2-Chloro-5-(4-chloropiperazin-1-yl)-2,3-dihydro-1,4-benzodioxine ClC1COC2=C(O1)C=CC=C2N2CCN(CC2)Cl